CN(C/C=C/C(=O)O)C (E)-4-dimethylamino-2-butenoic acid